C(CCC(=O)O)(=O)O.N1CC(C1)C(=O)O.N1CC(C1)C(=O)O azetidine-3-carboxylic acid hemisuccinate